1-[3-chloro-5-(2,6-difluorophenyl)-6H-pyrazolo[1,5-a][1,3,5]benzotriazepin-9-yl]-6-oxa-1-azaspiro[3.3]heptane ClC=1C=NN2C1N=C(NC1=C2C=C(C=C1)N1CCC12COC2)C2=C(C=CC=C2F)F